FC1=CC=C(C=C1)C(C)=O 2-(4-fluorophenyl)2-oxoethane